4-(4-(3,3-difluoropropoxy)-2,6-difluorophenyl)-3-methyl-1-(1-((2-(trimethylsilyl)ethoxy)methyl)-1H-benzo[d]imidazol-5-yl)azetidin-2-one FC(CCOC1=CC(=C(C(=C1)F)C1C(C(N1C1=CC2=C(N(C=N2)COCC[Si](C)(C)C)C=C1)=O)C)F)F